4-amino-N-((1R)-1-(2-pyrimidinyl)ethyl)-N-((6-(trifluoromethyl)-3-pyridazinyl)methyl)-1,3-dihydrofuro[3,4-c]quinoline-8-carboxamide NC1=NC=2C=CC(=CC2C2=C1COC2)C(=O)N(CC=2N=NC(=CC2)C(F)(F)F)[C@H](C)C2=NC=CC=N2